BrC=1N(C2=NC=NC(=C2N1)Cl)C(CCO)CCCCC 3-(8-Bromo-6-chloro-9H-purin-9-yl)octan-1-ol